1-((2-(trimethylsilyl)ethoxy)methyl)-1H-pyrazolo[3,4-b]pyridine-5-carboxamide C[Si](CCOCN1N=CC=2C1=NC=C(C2)C(=O)N)(C)C